2-(oxan-4-yl)-6-(propan-2-yl)-5,6-dihydro-7H-pyrrolo[3,4-d]pyrimidin-7-one O1CCC(CC1)C=1N=CC2=C(N1)C(N(C2)C(C)C)=O